C1(CC1)C=1OC(=CN1)C1OCCC(C1)C1=NC2=NC(=C(N=C2C(=N1)C1=C(C=C(C=C1)F)F)C)C 2-cyclopropyl-5-[4-[4-(2,4-difluorophenyl)-6,7-dimethyl-pteridin-2-yl]tetrahydropyran-2-yl]oxazole